4-(N-(bicyclo[1.1.1]pentan-1-yl)sulfamoyl)-1-methyl-1H-pyrrole-2-carbonyl chloride C12(CC(C1)C2)NS(=O)(=O)C=2C=C(N(C2)C)C(=O)Cl